O=C(CC(C)(C)CC(CCC)=O)CCC 2,2-bis(2-oxo-pentyl)propane